N[C@@]1(C[C@H](N(C1)C(=O)OC(C)(C)C)C(=O)OC)C(=O)OC 1-(t-butyl) 2,4-dimethyl (2S,4R)-4-aminopyrrolidine-1,2,4-tricarboxylate